N-((4-methoxypyridin-2-yl)methyl)-5-(4-(5-(((4-(trifluoromethyl)pyridin-2-yl)methyl)carbamoyl)-1,3,4-thiadiazol-2-yl)butyl)-1,3,4-thiadiazole-2-carboxamide COC1=CC(=NC=C1)CNC(=O)C=1SC(=NN1)CCCCC=1SC(=NN1)C(NCC1=NC=CC(=C1)C(F)(F)F)=O